tripropyl-(2,2-diethoxyethyl)-phosphonium bromide [Br-].C(CC)[P+](CC(OCC)OCC)(CCC)CCC